5-chloro-8-((1-cyclobutyl-4-fluoro-1H-indazol-6-yl)sulfonyl)-3-hydroxyquinazoline-2,4(1H,3H)-dione ClC1=C2C(N(C(NC2=C(C=C1)S(=O)(=O)C1=CC(=C2C=NN(C2=C1)C1CCC1)F)=O)O)=O